C(#N)CCCOC1=CC2=C(N=C(O2)C=2C(=C(C=CC2)C2=CC=CC=C2)C)C=C1CN1[C@@H](CCCC1)C(=O)O (2S)-1-{[6-(3-cyanopropoxy)-2-(2-methylbiphenyl-3-yl)-1,3-benzoxazol-5-yl]methyl}piperidine-2-carboxylic acid